cyclobutane-1-sulfonyl chloride C1(CCC1)S(=O)(=O)Cl